C(#N)C1=C(C=CC=C1)SC=1C=2N(C=C(C1)C=1C=NC(=CC1)N1C[C@@H](O[C@@H](C1)C)C)N=CC2C#N 4-((2-cyanophenyl)thio)-6-(6-((2S,6R)-2,6-dimethylmorpholino)pyridin-3-yl)pyrazolo[1,5-a]pyridine-3-carbonitrile